COC(=O)C=1N=C2C=3N(N=CC3CCCN2)C1 6,7,8,9-Tetrahydro-2,2a,5,6-tetraazabenzo[cd]azulene-4-carboxylic acid methyl ester